COC(=O)C=1N=C2N(CCNC2)C1 5H,6H,7H,8H-imidazo[1,2-a]Pyrazine-2-carboxylic acid methyl ester